(chloromethyl)-1-(methoxymethyl)-1H-benzo[d]imidazole ClCC1=NC2=C(N1COC)C=CC=C2